C(C(C)C)(=O)NC=1NC(C=2N=CN([C@H]3[C@H](OC)[C@H](O[Si](C)(C)C(C)(C)C)[C@@H](C=O)O3)C2N1)=O N-Isobutyryl-5'-deoxy-3'-O-[(1,1-dimethylethyl)dimethylsilyl]-2'-O-methyl-5'-oxo-guanosine